FC(S(=O)(=O)O)(F)F Trifluoromethanesulfonic acid